methyl 2-[[4-(4-chlorophenyl)-5-(cyclopropylmethoxy)pyridine-2-carbonyl]amino]-2-ethylbutanoate ClC1=CC=C(C=C1)C1=CC(=NC=C1OCC1CC1)C(=O)NC(C(=O)OC)(CC)CC